BrC=1C(NN=CC1O[C@@H](COC)CO[C@@H]1C(N(CC1)C1CCN(CC1)C1=NC=C(C=N1)C(F)(F)F)=O)=O 4-Bromo-5-(((S)-1-methoxy-3-(((S)-2-oxo-1-(1-(5-(trifluoromethyl)pyrimidin-2-yl)piperidin-4-yl)pyrrolidin-3-yl)oxy)propan-2-yl)oxy)pyridazin-3(2H)-one